N-(3-(3,4-dihydroisoquinolin-2(1H)-yl)-2-hydroxypropyl)-5-methyl-4,5,6,7-tetrahydro-1H-pyrrolo[3,2-c]pyridine-2-carboxamide C1N(CCC2=CC=CC=C12)CC(CNC(=O)C1=CC=2CN(CCC2N1)C)O